FC=1C=C2C(=NNC2=CC1OCCOC)C1=CC(=NO1)C1=CC=C(C(=O)N2C(CN(CC2)C)CO)C=C1 [1-(4-{5-[5-fluoro-6-(2-methoxyethoxy)-1H-indazol-3-yl]-1,2-oxazol-3-yl}benzoyl)-4-methylpiperazin-2-yl]methanol